4-(2-(dimethylamino)ethoxy)-1-(4-methoxyphenyl)-1H-pyrazole-5-carboxamide CN(CCOC=1C=NN(C1C(=O)N)C1=CC=C(C=C1)OC)C